NC1=C(C=C(C(=C1)Br)Br)N 1,2-diamino-4,5-dibromobenzene